N1=C(C=CC=C1)CCCCS 4-(2-pyridyl)-1-butanethiol